C(C)C(CCN)CCN 3-ethyl-1,5-pentanediamine